pyrrolo[1,2-a]pyrimidine-8-carboxamide N=1C=2N(C=CC1)C=CC2C(=O)N